CO[C@H]1C[C@H](N(C1)C(=O)OC(C)(C)C)C(N(C=1SC=C(N1)C1=CC=CC=C1)C)=O tert-butyl (2S,4S)-4-methoxy-2-(methyl(4-phenylthiazol-2-yl)carbamoyl)pyrrolidine-1-carboxylate